Cl.O1[C@H](CCC1)CC1(NC=CC(=N1)N)N 2-(((R)-tetrahydrofuran-2-yl)methyl)pyrimidine-2,4-diamine hydrochloride